Benztriazol N1N=NC2=C1C=CC=C2